CO[C@H]1CC(=O)[C@H]2C[C@@]34C(=O)N5[C@@H]6[C@H](C[C@]5(C(=O)N3[C@H]2[C@H]1O)SS4)C(=O)C[C@@H]([C@@H]6O)OC The molecule is an organic disulfide isolated from the whole broth of the marine-derived fungus Exserohilum rostratum and has been shown to exhibit antineoplastic activity. It has a role as a metabolite and an antineoplastic agent. It is a bridged compound, a lactam, an organic disulfide, an organic heterohexacyclic compound, a secondary alcohol, a cyclic ketone, an ether and a diol.